[5-[[1-[(E)-2-(aminomethyl)-3-fluoro-allyl]-5-oxo-1,2,4-triazol-4-yl]methyl]-2-thienyl]-7-fluoro-indolin-2-one hydrochloride Cl.NC/C(/CN1N=CN(C1=O)CC1=CC=C(S1)N1C(CC2=CC=CC(=C12)F)=O)=C\F